tertbutyl 3-amino-3-(pyridin-2-yl)azetidine-1-carboxylate NC1(CN(C1)C(=O)OC(C)(C)C)C1=NC=CC=C1